CNC=1N=C(C(=NC1C=1C2=C(C=NC1)N(C=N2)C)C(=O)N)NC2=CC=C(C=C2)CN2CC1(COC1)C2 5-(Methylamino)-6-(3-methylimidazo[4,5-c]pyridin-7-yl)-3-[4-(2-oxa-6-azaspiro[3.3]heptan-6-ylmethyl)anilino]pyrazin-2-carboxamid